C1(CC1)C(C(C(=O)NC1=NC=C(C=C1OC)C=1C(=NN(C1C)COCC[Si](C)(C)C)C)NC(=O)C=1N(N=CC1)CC)C1CC1 N-[1-(dicyclopropylmethyl)-2-[[5-[3,5-dimethyl-1-(2-trimethylsilylethoxymethyl)pyrazol-4-yl]-3-methoxy-2-pyridyl]amino]-2-oxo-ethyl]-2-ethyl-pyrazole-3-carboxamide